benzyl 6-{[2-(1-methyl-1H-pyrazol-4-yl) [1,2,4]triazolo[1,5-c]quinazolin-5-yl] amino}-5-oxo-1,4-diazacycloheptane-1-carboxylate CN1N=CC(=C1)C1=NN2C(=NC=3C=CC=CC3C2=N1)NC1C(NCCN(C1)C(=O)OCC1=CC=CC=C1)=O